3-(5-(1-(4-(4-amino-3-(4-phenoxyphenyl)-1H-pyrazolo[3,4-d]pyrimidin-1-yl)-[1,4'-bipiperidine]-1'-carbonyl)piperidin-4-yl)-1-oxoisoindolin-2-yl)piperidine-2,6-dione NC1=C2C(=NC=N1)N(N=C2C2=CC=C(C=C2)OC2=CC=CC=C2)C2CCN(CC2)C2CCN(CC2)C(=O)N2CCC(CC2)C=2C=C1CN(C(C1=CC2)=O)C2C(NC(CC2)=O)=O